3-((1H-indol-3-yl)methyl)-5-fluoro-1H-indole N1C=C(C2=CC=CC=C12)CC1=CNC2=CC=C(C=C12)F